2-((3-(3-chloro-4-methoxybenzyl)-1,2,4-oxadiazol-5-yl)methyl)acrylic acid ClC=1C=C(CC2=NOC(=N2)CC(C(=O)O)=C)C=CC1OC